(5S,7S)-2-bromo-5-(2,3-difluorophenyl)-7-fluoro-6,7-dihydro-5H-pyrrolo[1,2-b][1,2,4]triazole BrC=1N=C2N(N1)[C@@H](C[C@@H]2F)C2=C(C(=CC=C2)F)F